Gadolinium oxide ruthenium [Ru+3].[O-2].[Gd+3].[O-2].[O-2]